CCC(CCC)NC([O-])=O Hexane-3-ylcarbamate